FC=1C=C(N)C=CC1C=1C=NN(C1)COCC[Si](C)(C)C 3-Fluoro-4-(1-((2-(trimethylsilyl)ethoxy)methyl)-1H-pyrazol-4-yl)aniline